(2S,3S,5R)-5-(5-fluoro-2,4-dioxo-3,4-dihydropyrimidin-1(2H)-yl)-3-hydroxytetrahydrofuran FC=1C(NC(N(C1)[C@H]1C[C@@H](CO1)O)=O)=O